C(C)(C)(C)OC(=O)N1C[C@@H](CC1)C(=O)N1CCN(CC1)C1=NC=C(C=N1)C(F)(F)F (R)-3-(4-(5-(trifluoromethyl)pyrimidin-2-yl)piperazine-1-carbonyl)pyrrolidine-1-carboxylic acid tert-butyl ester